C(C)C=1C(NC=2C=C(C=NC2C1)CN1CC(C1)(O)C=1C=CC(=NC1)C(=O)NC)=O 5-(1-((7-ethyl-6-oxo-5,6-dihydro-1,5-naphthyridin-3-yl)methyl)-3-hydroxyazetidin-3-yl)-N-methylpyridineamide